spiro[3.3]heptanone C1(CCC12CCC2)=O